ClC1=CC=CC(=N1)C12CN(CCC1OC(N2)=O)C=2C=NC(=CC2CO)C2=CC(=C(C=C2)F)F 3a-(6-chloropyridin-2-yl)-5-(6-(3,4-difluorophenyl)-4-(hydroxymethyl)pyridin-3-yl)hexahydrooxazolo[4,5-c]pyridin-2(3H)-one